CC(=CCC/C(=C/CC/C(=C/CC/C(=C/CC/C(=C/CC/C(=C/CC/C(=C/COP(=O)(O)OP(=O)(O)O)/C)/C)/C)/C)/C)/C)C all-trans-heptaprenyl diphosphate